3-[3-(5,6-dihydro-4H-pyrrolo[1,2-b]pyrazol-3-yl)-5-fluoropyridin-2-yl]-3-methoxy-5,5-dimethyl-6-oxocyclohex-1-ene-1-carbonitrile N=1N2C(=C(C1)C=1C(=NC=C(C1)F)C1(C=C(C(C(C1)(C)C)=O)C#N)OC)CCC2